C(\C=C\CC\C=C/CC)OC(CCCCCCCCCCCCCCC)=O.CC1(CC(CCC1)CC=O)C E-3,3-dimethyl-1-cyclohexaneacetaldehyde (2E,6Z)-nona-2,6-dien-1-yl-hexadecanoate